Cl.CC=1C=C(C=CC1)C=1C=NNC1 4-(3-methylphenyl)-1H-pyrazole hydrochloride